COC=1C=C(C=C(C1OC)OC)N1C=NC(=C1)NC1=CC2=CC(=CC=C2C=C1)NC=1N=CN(C1)C1=CC(=C(C(=C1)OC)OC)OC N2,N7-bis(1-(3,4,5-trimethoxyphenyl)-1H-imidazol-4-yl)naphthalene-2,7-diamine